2-(6-(2-(2-(trifluoromethyl)pyrimidin-5-yl)-2,8-diazaspiro[4.5]decan-8-yl)pyrazin-2-yl)-1,3,4-thiadiazole FC(C1=NC=C(C=N1)N1CC2(CC1)CCN(CC2)C2=CN=CC(=N2)C=2SC=NN2)(F)F